BrC=1C=C(C=CC1)C(C1=CC=CC=C1)NC=1N(C(C(=C(N1)C(=O)NC1=C(C=CC=C1)I)OC)=O)C 2-{[(3-bromophenyl)(phenyl)methyl]amino}-N-(2-iodophenyl)-5-methoxy-1-methyl-6-oxo-1,6-dihydropyrimidine-4-carboxamide